5-[(1S)-1-methoxyethyl]-1-phenyl-1H-pyrazol CO[C@@H](C)C1=CC=NN1C1=CC=CC=C1